N-tert-butyl-3-[(tert-butyldimethylsilyl)oxy]-2-[6-(2,5-dichloropyrimidin-4-yl)-1-oxo-2,3-dihydro-1H-isoindol-2-yl]-N-methylpropanamide C(C)(C)(C)N(C(C(CO[Si](C)(C)C(C)(C)C)N1C(C2=CC(=CC=C2C1)C1=NC(=NC=C1Cl)Cl)=O)=O)C